C(\C=C\CCC)O trans-2-Hexen-1-ol